3-(((R)-3-((5-chloro-4-(1H-indol-3-yl)pyrimidin-2-yl)amino)pyrrolidin-1-yl)methyl)piperidine-1-carboxylic acid tert-butyl ester C(C)(C)(C)OC(=O)N1CC(CCC1)CN1C[C@@H](CC1)NC1=NC=C(C(=N1)C1=CNC2=CC=CC=C12)Cl